ClC=1C=CC(=C(C1)C1=CC(=C2C(=CN=NC2=C1)NCC1=C(C=C(C=C1)OC)OC)F)OC 7-(5-chloro-2-methoxyphenyl)-N-[(2,4-dimethoxyphenyl)methyl]-5-fluorocinnolin-4-amine